OC1=C(C2OC3=CC4=C(C(=C3C(C2)=O)OC)OCO4)C=CC=C1O 2',3'-dihydroxy-5-methoxy-6,7-methylenedioxy-flavanone